NC=1N=CC2=C(C(=C(C=C2C1)C1=C(N(C(O1)=O)CC1=CC=C(C=C1)OC)CC)F)Cl 5-(3-amino-8-chloro-7-fluoro-6-isoquinolinyl)-4-ethyl-3-[(4-methoxyphenyl)methyl]oxazol-2-one